CC/C=C\\CC1[C@H](CCC1=O)CC(=O)N[C@@H]([C@@H](C)CC)C(=O)[O-] The molecule is an N-jasmonyl-L-alpha-amino acid anion obtained by deprotonation of the carboxy group of N-[(3R)-jasmonyl]-L-isoleucine; major species at pH 7.3. It is a conjugate base of a N-[(3R)-jasmonyl]-L-isoleucine.